N[C@H]1CC=CC[C@@H]1C1=C(C=2N=C(N=C(C2S1)NCC=1OC=CC1)C#N)C 6-((1S,6S)-6-aminocyclohex-3-en-1-yl)-4-((furan-2-ylmethyl)amino)-7-methylthieno[3,2-d]pyrimidine-2-carbonitrile